5-chloro-N-((1S,2R)-2-(6-fluoro-2,3-dimethylphenyl)-1-(5-oxo-4,5-dihydro-1,3,4-oxadiazol-2-yl)propyl)-6-(2,2,2-trifluoro-1-hydroxyethyl)pyridine-2-sulfonamide ClC=1C=CC(=NC1C(C(F)(F)F)O)S(=O)(=O)N[C@@H]([C@H](C)C1=C(C(=CC=C1F)C)C)C=1OC(NN1)=O